sodium acrylamidoacrylate C(C=C)(=O)NC(C(=O)[O-])=C.[Na+]